C(C)(C)(C)OC(=O)NCC(=O)NCC(=O)N[C@@H](CC1=CC=CC=C1)C(=O)NCC(=O)O (tert-butoxycarbonyl)glycylglycinyl-L-phenylalanylglycine